C(C=C)OC=1C=2N(N=C(C1)Cl)C(=NN2)C2=CC(=CC=C2)OC(F)(F)F 8-allyloxy-6-chloro-3-(3-trifluoromethoxy-phenyl)-[1,2,4]triazolo[4,3-b]pyridazine